tert-butyl 18-(((4-nitrophenoxy)carbonyl)oxy)octadecanoate [N+](=O)([O-])C1=CC=C(OC(=O)OCCCCCCCCCCCCCCCCCC(=O)OC(C)(C)C)C=C1